(6-chloro-7-methoxy-2-methyl-3-(4-(4-(trifluoromethoxy)phenoxy) phenyl)quinolin-4-yloxy)methyl 2-propylpentanoate C(CC)C(C(=O)OCOC1=C(C(=NC2=CC(=C(C=C12)Cl)OC)C)C1=CC=C(C=C1)OC1=CC=C(C=C1)OC(F)(F)F)CCC